C1(=CC=CC=C1)C1=NC(=NC(=N1)C=1C=C2C=3C=C(C=CC3N(C2=CC1)C1=CC=CC=C1)N1C2=CC=CC=C2C=2C=CC=CC12)C=1C=C2C=3C=C(C=CC3N(C2=CC1)C1=CC=CC=C1)N1C2=CC=CC=C2C=2C=CC=CC12 6,6''-(6-phenyl-1,3,5-triazine-2,4-diyl)bis(9-phenyl-9H-3,9'-bicarbazole)